FC(C)(C)C=1OC(=C(N1)C)C(=O)N1[C@H](C2=C(CC1)NC=N2)C2=NN1C(C=CC=C1F)=C2 (R)-(2-(2-fluoropropan-2-yl)-4-methyloxazol-5-yl)(4-(7-fluoropyrazolo[1,5-a]pyridin-2-yl)-6,7-dihydro-1H-imidazo[4,5-c]pyridin-5(4H)-yl)methanone